NC=1C=2N(C(=CN1)C)C(=NC2C2=C(C=C(C=C2)NC(C(O)C2=CC(=CC=C2)Cl)=O)C)C N-(4-(8-amino-3,5-dimethylimidazo[1,5-a]pyrazin-1-yl)-3-methyl-phenyl)-2-(3-chlorophenyl)-2-hydroxyacetamide